methyl (S)-2-amino-3-((3S,4R)-2-oxo-4-vinylpiperidin-3-yl)propanoate hydrochloride Cl.N[C@H](C(=O)OC)C[C@@H]1C(NCC[C@@H]1C=C)=O